ClC1=C(C=O)C=CC(=C1)N(CCNC)C 2-Chloro-4-(methyl(2-(methylamino)ethyl)amino)benzaldehyde